1,1-diethylbutyl methacrylate C(C(=C)C)(=O)OC(CCC)(CC)CC